2,6-dibenzyloxy-N-[5-[4-(dimethoxymethyl)-1-piperidyl]-2-nitro-phenyl]pyridin-3-amine C(C1=CC=CC=C1)OC1=NC(=CC=C1NC1=C(C=CC(=C1)N1CCC(CC1)C(OC)OC)[N+](=O)[O-])OCC1=CC=CC=C1